2-ethyl-1-undecyl sulfate S(=O)(=O)(OCC(CCCCCCCCC)CC)[O-]